3-iodo-4-isopropoxybenzoic acid methyl ester COC(C1=CC(=C(C=C1)OC(C)C)I)=O